N-((9S)-4-chloro-9-ethyl-5-fluoro-9-hydroxy-10,13-dioxo-2,3,9,10,13,15-hexahydro-1H,12H-benzo[de]pyrano[3',4':6,7]indolizino[1,2-b]quinolin-1-yl)-2-cyclopropyl-2-hydroxyacetamide ClC1=C2C=3C(=C4C(=NC3C=C1F)C1=CC3=C(C(N1C4)=O)COC([C@]3(O)CC)=O)C(CC2)NC(C(O)C2CC2)=O